(2S,3R,4R,5R)-4-(benzyloxy)-5-((benzyloxy)methyl)-2-methoxydihydrofuran-3(2H)-one C(C1=CC=CC=C1)O[C@H]1C([C@H](O[C@@H]1COCC1=CC=CC=C1)OC)=O